2-(trimethylsilyl)ethyl-N-[6-(2,5-dioxo-2,5-dihydro-1H-pyrrol-1-yl)hexanoyl]-L-valyl-L-alanyl-L-lysinat C[Si](CCN([C@@H](C(C)C)C(=O)N[C@@H](C)C(=O)N[C@@H](CCCCN)C(=O)[O-])C(CCCCCN1C(C=CC1=O)=O)=O)(C)C